5-ethoxy-3,4-dibromo-2(5H)furanone C(C)OC1C(=C(C(O1)=O)Br)Br